Ethyl 2-(5-(2'-fluoro-2-methyl-[1,1'-biphenyl]-3-yl)-1-oxoisoindolin-2-yl)acetate FC1=C(C=CC=C1)C1=C(C(=CC=C1)C=1C=C2CN(C(C2=CC1)=O)CC(=O)OCC)C